(S,E)-methyl 6-(2,5-dichlorothiophene-3-carboxamido)-7-(1-(2-(2-adamantylamino)-2-oxoethyl)-2-oxo-1,2-dihydropyridin-3-ylamino)-7-oxohept-2-enoate ClC=1SC(=CC1C(=O)N[C@@H](CC/C=C/C(=O)OC)C(=O)NC=1C(N(C=CC1)CC(=O)NC1C2CC3CC(CC1C3)C2)=O)Cl